C(C)N1C(N(CC1)C1=CC=C(C=C1)OC=1C=C(C=C2C=NN(C12)C)C1=NN=CN1CC)=O 1-ethyl-3-[4-[5-(4-ethyl-1,2,4-triazol-3-yl)-1-methyl-indazol-7-yl]oxyphenyl]imidazolidin-2-one